FC=1C=C(C=CC1OC)S(/C=C/CNC(=O)C=1C(NC=2CCN(CC2C1)C(=O)OCC(F)F)=O)(=O)=N 2,2-difluoroethyl 3-{[(2E)-3-[(3-fluoro-4-methoxyphenyl)(imino) oxo-λ6-sulfanyl]prop-2-en-1-yl]carbamoyl}-2-oxo-1,2,5,6,7,8-hexahydro-1,6-naphthyridine-6-carboxylate